n-Butyldi(1-adamantyl)phosphine C(CCC)P(C12CC3CC(CC(C1)C3)C2)C23CC1CC(CC(C2)C1)C3